bromochloro-5,5-dimethyl-hydantoin BrN1C(N(C(C1=O)(C)C)Cl)=O